(4-bromo-1H-imidazol-2-yl)propan-2-ol BrC=1N=C(NC1)CC(C)O